C(=CC)N1CC(CCC1)C=1N=C(N2C(=NC=CC21)N)C2=CC=C(C(=O)NC1=NC=CC(=C1)C#N)C=C2 4-(1-(1-propenylpiperidin-3-yl)-5-aminoimidazo[1,5-c]pyrimidin-3-yl)-N-(4-cyanopyridin-2-yl)benzamide